C1(CC1)C(=O)NC1=CC(=C(C=N1)C(=O)NC([2H])([2H])[2H])NC1=C(C2=C(N=NN2CC)C=C1)OC 6-(Cyclopropanecarbonylamino)-4-[(3-ethyl-4-methoxy-benzotriazol-5-yl)amino]-N-(trideuteriomethyl)pyridine-3-carboxamide